methoxyl-silicon O(C)[Si]